N-(2-((2-(dimethylamino)ethyl)(methyl)amino)-4-methoxy-5-((6-((R)-3-(naphthalene-2-yl)isoxazolidine-2-yl)pyrimidine-4-yl)amino)phenyl)acrylamide CN(CCN(C1=C(C=C(C(=C1)OC)NC1=NC=NC(=C1)N1OCC[C@@H]1C1=CC2=CC=CC=C2C=C1)NC(C=C)=O)C)C